C(=C)C1=CC=C(COC2=CC=C(C=O)C=C2)C=C1 4-((4-vinylbenzyl)oxy)benzaldehyde